N-methylglucosamine CN[C@H]1C(O)O[C@@H]([C@H]([C@@H]1O)O)CO